2-benzyl-2-dimethylamino-1-(4-morpholinyl-phenyl)-1-butanone C(C1=CC=CC=C1)C(C(=O)C1=CC=C(C=C1)N1CCOCC1)(CC)N(C)C